C[Si](C#CCP(O)(=O)CC[C@H]1OC([C@H]([C@H]([C@@H]1OCC1=CC(=C(C=C1)OC)OC)OCC1=CC(=C(C=C1)OC)OC)OCC1=CC(=C(C=C1)OC)OC)OC1=CC=C(C=C1)OC)(C)C 3-trimethylsilylprop-2-ynyl-[2-[(2R,3R,4S,5S)-3,4,5-tris[(3,4-dimethoxyphenyl)methoxy]-6-(4-methoxyphenoxy)tetrahydropyran-2-yl]ethyl]phosphinic acid